2-[4-[[[5-fluoro-6-[methyl(2-naphthylmethyl)amino]pyrimidin-4-yl]amino]methyl]phenyl]acetamide FC=1C(=NC=NC1N(CC1=CC2=CC=CC=C2C=C1)C)NCC1=CC=C(C=C1)CC(=O)N